(R)-N-(1-(5-fluoro-2-methyl-3-(trifluoromethyl)phenyl)ethyl)-4-methyl-7-morpholinophthalazin-1-amine FC=1C=C(C(=C(C1)[C@@H](C)NC1=NN=C(C2=CC=C(C=C12)N1CCOCC1)C)C)C(F)(F)F